OC1=CC=C(C=C1)\C(=C(/CC)\C1=CC=CC=C1)\C1=CC=C(C=C1)N1CCN(CC1)CCCCOC=1C=C2CN(C(C2=CC1)=O)C1C(NC(CC1)=O)=O (E)-3-(5-(4-(4-(4-(1-(4-hydroxyphenyl)-2-phenylbut-1-en-1-yl)phenyl)piperazin-1-yl)butoxy)-1-oxoisoindolin-2-yl)piperidine-2,6-dione